CN(CC(=O)N1CC(OCC1)C1=CC=C(C=C1)C1=NNC(=C1C(C)C)C=1C=C(C=2N(C1)N=CN2)C)C 2-(dimethylamino)-1-(2-(4-(4-isopropyl-5-(8-methyl-[1,2,4]triazolo[1,5-a]pyridin-6-yl)-1H-pyrazol-3-yl)phenyl)morpholino)ethan-1-one